C(=O)O.ClC1=C(C=C(CC[C@@]2(CN(CCC2)C2=CC(=C(C=C2)S(=O)(=O)NC2=NC=NC=C2)F)N(C)C)C=C1)C(F)(F)F (R)-4-(3-(4-Chloro-3-(trifluoromethyl)phenethyl)-3-(dimethylamino)piperidin-1-yl)-2-fluoro-N-(pyrimidin-4-yl)benzenesulfonamide formate